C1(=CC=CC=C1)COC1=NC=CC(=C1)[C@@H](CO)C1CC1 (S)-2-(2-(phenylmethyloxy)pyridin-4-yl)-2-cyclopropylethanol